NC1=NC=CC(=C1C(=O)OC)OC methyl 2-amino-4-methoxypyridine-3-carboxylate